C(C)(C)(C)OC(=O)N1C(=CC2=CC=C(C=C12)CN1N=NC(=C1)C=1N=C2N(C(C1)=O)C=CC=C2)C=O 2-formyl-6-[[4-(4-oxopyrido[1,2-a]pyrimidin-2-yl)triazol-1-yl]methyl]indole-1-carboxylic acid tert-butyl ester